O=C(CC(=O)OCC)CC ethyl 3-oxo-valerate